CC1=CC=2C3(C4=CC=C(C=C4OC2C=C1)N(CC)C1=CC=C(C=C1)C)OC(C1=CC=CC=C13)=O 2'-methyl-6'-(N-p-tolyl-N-ethylamino)spiro[isobenzofuran-1(3H),9'-[9H]xanthene]-3-one